CN1C(N(C2=C1C=C(C=C2)C2CCN(CC2)C(=O)C2CCNCC2)C2C(NC(CC2)=O)=O)=O 3-[3-Methyl-2-oxo-5-[1-(piperidine-4-carbonyl)4-piperidyl]benzimidazol-1-yl]piperidine-2,6-dione